OCCOC1=CC=C(C=C1)[C@@H]1C(N(C(N1)=O)CC1=NC2=C(N1)C=CC(=C2)I)=O (R)-5-[4-(2-hydroxy-ethoxy)-phenyl]-3-(5-iodo-1H-benzoimidazol-2-ylmethyl)-imidazoline-2,4-dione